C1C=C2C1=CC1=CC=CC1=C2 1H-cyclobuta[f]inden